(4S)-4-amino-5-[[5-methyl-3-[7-morpholino-5-[3-(m-tolyl)pyrazol-1-yl]pyrazolo[1,5-a]pyrimidin-2-yl]pyrazol-1-yl]methoxy]-5-oxo-pentanoic acid N[C@@H](CCC(=O)O)C(=O)OCN1N=C(C=C1C)C1=NN2C(N=C(C=C2N2CCOCC2)N2N=C(C=C2)C=2C=C(C=CC2)C)=C1